(3S)-3-(5-(2,6-dimethylphenyl)pyridin-3-yl)-3-(4-methyl-2-(1-oxo-3,4-dihydroisoquinolin-2(1H)-yl)pentanamido)propanoic acid CC1=C(C(=CC=C1)C)C=1C=C(C=NC1)[C@H](CC(=O)O)NC(C(CC(C)C)N1C(C2=CC=CC=C2CC1)=O)=O